Dimethyl-disilane C[SiH]([SiH3])C